ClC1=NC(=CC(=C1)[C@H]1[C@@H](N(CCO1)C(=O)OC(C)(C)C)C)C1=NC=NC(=C1)C=1N(C=CN1)C1OCCCC1 trans-tert-butyl 2-(2-chloro-6-(6-(1-(tetrahydro-2H-pyran-2-yl)-1H-imidazol-2-yl)pyrimidin-4-yl)pyridin-4-yl)-3-methylmorpholine-4-carboxylate